indium phosphorus tert-butyl N-[(3R)-5-[(4-chlorophenyl)methyl]-7-[[(3-fluoro-1-methyl-piperidine-3-carbonyl)amino]carbamoyl]-4-oxo-2,3-dihydro-1,5-benzothiazepin-3-yl]carbamate ClC1=CC=C(C=C1)CN1C([C@H](CSC2=C1C=C(C=C2)C(NNC(=O)C2(CN(CCC2)C)F)=O)NC(OC(C)(C)C)=O)=O.[P].[In]